4-((1-butyl-3-(3'-methoxy-[1,1'-biphenyl]-4-yl)ureido)methyl)benzoic acid C(CCC)N(C(=O)NC1=CC=C(C=C1)C1=CC(=CC=C1)OC)CC1=CC=C(C(=O)O)C=C1